benzo[b]thiophen-3-carbonitrile S1C2=C(C(=C1)C#N)C=CC=C2